CN1C=CC2=CC(=CC(=C12)C)OC (methyl)-5-methoxy-7-methyl-1H-indole